C1(=C(C=CC=C1)OCCC1C2C=CC(C1)C2)C2=CC=CC=C2 5-(2-([1,1'-biphenyl]-2-yloxy)ethyl)bicyclo[2.2.1]hept-2-ene